ClCC1=NC2=C(N1CC1=NN(C=C1)C)C=C(C=C2)C(=O)OC methyl 2-(chloromethyl)-1-((1-methyl-1H-pyrazol-3-yl)methyl)-1H-benzo[d]imidazole-6-carboxylate